FC1=C(C(=O)Cl)C=CC(=C1)SC 2-fluoro-4-(methylthio)benzoyl chloride